FC1=CC=C2[C@@H]([C@H](COC2=C1)N1C[C@@H](CC1)OC)N (3R,4S)-7-fluoro-3-((R)-3-methoxypyrrolidin-1-yl)chroman-4-amine